N1(CCC1)C[C@@]1(C(C1)(F)F)COC=1N=CC2=C(N1)C(=C(N=C2N2[C@H](CC2)C)C2=CC(=CC1=CC=C(C(=C21)C#C)F)O)F 4-(2-{[(1R)-1-(azetidin-1-ylmethyl)-2,2-difluorocyclopropyl]methoxy}-8-fluoro-5-[(2S)-2-methylazetidin-1-yl]pyrido[4,3-d]pyrimidin-7-yl)-5-ethynyl-6-fluoronaphthalen-2-ol